COC(=O)C=1N=C(SC1N)Br.C1(CC1)N1N=CC(=C1)C1=NC(=CC(=N1)N1CC2(C1)CCN(CC2)C(C)=O)NC=2N=NC=CC2 1-(2-(2-(1-cyclopropyl-1H-pyrazol-4-yl)-6-(pyridazin-3-ylamino)pyrimidin-4-yl)-2,7-diazaspiro[3.5]nonan-7-yl)ethan-1-one methyl-5-amino-2-bromothiazole-4-carboxylate